O=C1NC(CCC1N1C(C2=CC=C(C=C2C1=O)N1CC(C1)CCCCCCOCCCCCOC1=NC=C(C=C1)C=1C=CC=2C3=C(N(C2C1)C)C=CN=C3)=O)=O 2-(2,6-dioxopiperidin-3-yl)-5-(3-(6-((5-((5-(5-methyl-5H-pyrido[4,3-b]indol-7-yl)pyridin-2-yl)oxy)pentyl)oxy)hexyl)azetidin-1-yl)isoindoline-1,3-dione